(2R,3R)-3-methoxy-1-((4'-(methoxymethyl)-[1,1'-biphenyl]-4-yl)amino)butan-2-ol CO[C@@H]([C@@H](CNC1=CC=C(C=C1)C1=CC=C(C=C1)COC)O)C